9-(4-((1-(3-fluoropropyl)azetidin-3-ylidene)methyl)phenyl)-8-(2,4,6-trifluorophenyl)-6,7-dihydro-5H-benzo[7]annulene-3-carboxylic acid FCCCN1CC(C1)=CC1=CC=C(C=C1)C1=C(CCCC2=C1C=CC(=C2)C(=O)O)C2=C(C=C(C=C2F)F)F